3-azabicyclo[3.1.0]hexan-1-ol C12(CNCC2C1)O